FC1(CCC(CC1)N(C(=O)[C@@H]1[C@@H]2C[C@@H]2CN1S(=O)(=O)C1=CC=C(C)C=C1)CC1=CC2=C(CCO2)C=C1)F (1R,2S,5S)-3-(Toluene-4-sulfonyl)-3-azabicyclo[3.1.0]hexane-2-carboxylic acid (4,4-difluoro-cyclohexyl)-(2,3-dihydro-benzofuran-6-ylmethyl)-amide